2-(ethylthio)-ethanol C(C)SCCO